C(CCCCCCCC=CCCCCCCC)(=O)OCCC1CCNCC1 4-(2-(heptadec-9-enoyloxy)ethyl)piperidin